OC(=O)C1C2C=CC(C1C(=O)OCCCCCC)C2 2-hydroxycarbonyl-3-hexyloxycarbonyl-bicyclo[2.2.1]Hept-5-ene